(2E,2'E)-2,2'-(1-(4-morpholinophenyl)-2-phenylethane-1,2-diylidene)bis(N-methylhydrazine-1-carbothioamide) O1CCN(CC1)C1=CC=C(C=C1)\C(\C(\C1=CC=CC=C1)=N\NC(NC)=S)=N/NC(NC)=S